C(#N)C=1C=C(C=C(C1)F)C1=NO[C@@](C1)(C(F)(F)F)C(=O)N[C@H]1C=C[C@H](C1)C(=O)OCCOC 2-Methoxyethyl (1S,4R)-4-[[[(5R)-3-(3-cyano-5-fluorophenyl)-5-(trifluoromethyl)-4H-1,2-oxazole-5-yl]carbonyl]amino]cyclopent-2-ene-1-carboxylate